BrC=1C=C2C(=NC1)C=NN2CC2=CC=C(C=C2)OC 6-bromo-1-(4-methoxybenzyl)-1H-pyrazolo[4,3-b]pyridine